O=C1NC(CCC1C1=NN(C2=CC(=CC=C12)CCC1(CN(C1)C(=O)OC(C)(C)C)F)C)=O tert-butyl 3-[2-[3-(2,6-dioxo-3-piperidyl)-1-methyl-indazol-6-yl]-ethyl]-3-fluoroazetidine-1-carboxylate